C(CCC)[Ge](N)(CCCC)CCCC Tributyl-(amino)germanium